NC1=C(N=C2N1C=CC=C2C2=C(C=CC=C2OC)C#N)C(=O)NCCC 3-Amino-8-(2-cyano-6-methoxyphenyl)-N-propylimidazo[1,2-a]pyridine-2-carboxamide